N1C=CC=2C1=NC(=CC2)C2CCN(CC2)C(=O)OC(C)(C)C tert-butyl 4-(1H-pyrrolo[2,3-b]pyridin-6-yl)piperidine-1-carboxylate